NC1=C(SC2=NC(=C(C=C21)F)C)C(=O)NC2CC=1C(=CC(=NC1CC2)N2CC(C(C2)OC)N)F 3-amino-N-[2-(3-amino-4-methoxypyrrolidin-1-yl)-4-fluoro-5,6,7,8-tetrahydroquinolin-6-yl]-5-fluoro-6-methylthieno[2,3-b]pyridine-2-carboxamide